CNC(=O)[C@@H]1C[C@@H](CCC1)NC(OC(C)(C)C)=O |r| rac-tert-butyl ((1R,3S)-3-(methylcarbamoyl)cyclohexyl)carbamate